BrC=1N(C=C(N1)[N+](=O)[O-])C(C)C 2-bromo-1-isopropyl-4-nitro-1H-imidazole